ClC(OC1=CC=C(C=C1)NC(C1=CN=C(C(=C1)NC(C1=CC=C(C=C1)[N+](=O)[O-])=O)N1C[C@@H](CC1)O)=O)(F)F (R)-N-(4-(chlorodifluoromethoxy)phenyl)-6-(3-hydroxypyrrolidin-1-yl)-5-(4-Nitrobenzoylamino)nicotinamide